cyclopentane-1,1-diol C1(CCCC1)(O)O